FC=1C(=NC(=NC1)NC1=NC=C(C=C1)CN1CC2(C1)CCN(CC2)C)C2=CC1=C(N=C3N1[C@@H](CC3)CF)C(=C2)F (S)-5-fluoro-4-(5-fluoro-1-(fluoromethyl)-2,3-dihydro-1H-benzo[d]pyrrolo[1,2-a]imidazol-7-yl)-N-(5-((7-methyl-2,7-diazaspiro[3.5]nonan-2-yl)methyl)pyridin-2-yl)pyrimidin-2-amine